C1=CC=CC2=C1C1=C(P(O2)=O)C=CC=C1 dibenz[c,e][1,2]oxaphosphorine-6-oxide